CN(C1CCCCC1)[SiH2]CC=C(C)C (N-methylcyclohexylamino)dimethylallylsilane